Methyl 6-(4-chlorophenyl)-2-(5-methyl-3-thienyl)-3-oxo-2,3-dihydropyridazine-4-carboxylate ClC1=CC=C(C=C1)C=1C=C(C(N(N1)C1=CSC(=C1)C)=O)C(=O)OC